5-[4-{[(oxolan-3-yl)methyl]amino}-3-(trifluoromethyl)phenyl]-3,6-dihydro-2H-1,3,4-oxadiazin-2-one O1CC(CC1)CNC1=C(C=C(C=C1)C1=NNC(OC1)=O)C(F)(F)F